di-tert-butyl-(((S)-1-(tert-butoxy)-6-(3-(2-ethynylphenyl)ureido)-1-oxohexan-2-yl)carbamoyl)-L-glutamic acid C(C)(C)(C)[C@](N(C(N[C@H](C(=O)OC(C)(C)C)CCCCNC(=O)NC1=C(C=CC=C1)C#C)=O)C(C)(C)C)(CCC(=O)O)C(=O)O